2-[2-bromo-5-(ethylsulfonyl)-1-methyl-1H-imidazol-4-yl]-3-methyl-6-(trifluoromethyl)-3H-imidazo[4,5-b]pyridine BrC=1N(C(=C(N1)C1=NC=2C(=NC=C(C2)C(F)(F)F)N1C)S(=O)(=O)CC)C